C(CCCCCCCCCCCCCCC)S(=O)(=O)NC(C(C)C)=O N-(hexadecylsulfonyl)-2-methylpropionamide